C(C)(C)(C)C1=CC=C(C=C1)[C@@H]1C[C@H](N(CC1)C(=O)C1CC2(C1)NC(OC2)=O)C (2s,4s)-2-((2R,4S)-4-(4-(tert-butyl)phenyl)-2-methylpiperidin-1-carbonyl)-7-oxa-5-azaspiro[3.4]octan-6-one